BrC=1C=C(C=CC1)C=1N=C(SC1)NC(=N)N (4-(3-bromophenyl)-1,3-thiazol-2-yl)guanidine